Ethyl (1S,2S)-2-(hydroxymethyl)cyclopropanecarboxylate OC[C@@H]1[C@H](C1)C(=O)OCC